1-methyl-4-(trifluoromethyl)-1H-imidazol-2-amine CN1C(=NC(=C1)C(F)(F)F)N